5-isopropyl-2-methylpyrazine C(C)(C)C=1N=CC(=NC1)C